FC(OC1=C(C=CC(=C1)F)NC(=O)C1(CCC(CC1)(C(=O)O)C)C1=C(C=CC=C1)C(C)C)F (1r,4r)-4-((2-(difluoromethoxy)-4-fluorophenyl)carbamoyl)-4-(2-isopropylphenyl)-1-methylcyclohexane-1-carboxylic acid